C(C)(C)(C)OC(=O)N1CCN(CC1)C1=CC=CC=C1 4-Phenylpiperazine-1-carboxylic acid tert-butyl ester